1,5-Dimethyl-4-{[2-methyl-6-(2-methyl-1,3-oxazol-5-yl)pyridin-3-yl]sulfonyl}-1,2,3,4-tetrahydroquinoxaline CN1CCN(C2=C(C=CC=C12)C)S(=O)(=O)C=1C(=NC(=CC1)C1=CN=C(O1)C)C